FC1=CC=2N(C=C1)C(=CN2)C2=C1CNC(C1=C(C=C2)NC2=NC=C(C=C2)N2C[C@@H](CCC2)N2CCOCC2)=O (R)-4-(7-fluoro-imidazo[1,2-a]pyridin-3-yl)-7-((5-(3-morpholino-piperidin-1-yl)pyridin-2-yl)amino)isoindolin-1-one